NC=1N=CC=C2C(=CN=CC12)NC(C(N1[C@H](CC[C@@H](C1)C)C=1C=CC2=C(N=C(S2)[C@H]2CN(CCC2)C)C1)=O)=O |o1:29| N-(8-amino-2,7-naphthyridin-4-yl)-2-oxo-2-[(2R,5S)-5-methyl-2-[2-[rel-(3R)-1-methyl-3-piperidyl]-1,3-benzothiazol-5-yl]-1-piperidyl]acetamide